2-(4-(((3-isopropyl-2-(1,4,5-trimethyl-6-oxo-1,6-dihydropyridin-3-yl)-1H-indol-5-yl)oxy)methyl)piperidin-1-yl)-N-methylacetamide C(C)(C)C1=C(NC2=CC=C(C=C12)OCC1CCN(CC1)CC(=O)NC)C1=CN(C(C(=C1C)C)=O)C